O1C2(OCC1)CCC=1C3=C(NC1C2)N=CNC3=O 5,6,8,9-tetrahydrospiro[pyrimido[4,5-b]indole-7,2'-[1,3]dioxolan]-4(3H)-one